((2-((2-chloro-2'-methyl-3'-(3-morpholinopropoxy)-[1,1'-biphenyl]-3-yl)methoxy)-4,6-dimethoxypyrimidin-5-yl)methyl)-L-alanine ClC1=C(C=CC=C1COC1=NC(=C(C(=N1)OC)CN[C@@H](C)C(=O)O)OC)C1=C(C(=CC=C1)OCCCN1CCOCC1)C